[Si].[Mn].[Fe].OC(CCC[Si](OC)(OC)OC)COC(=O)C1=CC=C(C=C1)O 4-hydroxy-5-(p-hydroxyphenyl-carbonyloxy)pentyltrimethoxysilane iron-manganese-silicon